ClC1=C(C(=NC(=N1)C)N1CCS(CC1)(=O)=O)OC 4-(6-chloro-5-methoxy-2-methylpyrimidin-4-yl)-1lambda6-thiomorpholine-1,1-dione